C(CCCCCCCCCCC)(=O)N[C@@H](CCC(=O)[O-])C(=O)[O-].[Na+].[Na+] sodium N-lauroyl-L-glutamate